ClC1=C(C=CC=C1)S(=O)(=O)NC(CCCC)C#N 2-Chloro-N-(1-cyanopentyl)benzenesulfonamide